7-[3-(dimethylamino) propyl]-11-methyl-6-oxo-4-{3-[(1-oxododecyl) oxy] propyl}-7,11-diaza-5-oxadodec-1-yl dodecanoate C(CCCCCCCCCCC)(=O)OCCCC(OC(N(CCCN(C)C)CCCN(C)C)=O)CCCOC(CCCCCCCCCCC)=O